isobutyl-pyrimidine C(C(C)C)C1=NC=CC=N1